3-(Bromomethyl)-5-(3,5-dimethoxyphenyl)-1-[(2-ethoxyphenyl)methyl]-1H-pyrazole BrCC1=NN(C(=C1)C1=CC(=CC(=C1)OC)OC)CC1=C(C=CC=C1)OCC